CN1C=CC2=NC=CC=C21 1-methyl-1H-pyrrolo[3,2-b]pyridine